rac-(1r,2r,4s,5r,6s)-6-hydroxy-N-(4-methoxy-3-(trifluoromethyl)phenyl)-4-(1-methyl-3-(trifluoromethyl)-1H-pyrazol-4-yl)-8-oxatricyclo[3.2.1.02,4]octane-2-carboxamide O[C@@H]1[C@H]2[C@@]3(C[C@@]3([C@@H](C1)O2)C(=O)NC2=CC(=C(C=C2)OC)C(F)(F)F)C=2C(=NN(C2)C)C(F)(F)F |r|